2-amino-6-borono-2-(3-(3-(3,4-dichlorophenylsulfonamido)pyrrolidin-1-yl)propyl)hexanoic acid NC(C(=O)O)(CCCCB(O)O)CCCN1CC(CC1)NS(=O)(=O)C1=CC(=C(C=C1)Cl)Cl